N-{2-[4-(2-fluoro-6-hydroxy-3-methoxybenzoyl)benzamido]phenyl}pyridine-4-carboxamide FC1=C(C(=O)C2=CC=C(C(=O)NC3=C(C=CC=C3)NC(=O)C3=CC=NC=C3)C=C2)C(=CC=C1OC)O